FC1=C(CNC2=NC(=NC=C2)NC=2C=NN(C2)C2COCC2)C(=CC=C1)F 4-[(2,6-difluoro-benzyl)amino]-2-[[1-(tetrahydrofuran-3-yl)-1H-pyrazol-4-yl]amino]pyrimidin